tert-butyl 6,7-dichloro-9-(cyano methoxy)-3,4-dihydropyrazino[1,2-a]indole-2(1H)-carboxylate ClC1=C(C=C(C=2C=C3N(C12)CCN(C3)C(=O)OC(C)(C)C)OCC#N)Cl